[Br-].[Rb+].[Zn+2].[Br-].[Br-] zinc rubidium bromide